FC1=C(C=C(C(=C1)C)C1=NC=C(C=N1)F)NC(=O)N1C2CC(CC1(C2)C(C)(C)O)C N-(2-fluoro-5-(5-fluoropyrimidin-2-yl)-4-methylphenyl)-1-(2-hydroxypropan-2-yl)-3-methyl-6-azabicyclo[3.1.1]heptane-6-carboxamide